9-((2-(4-cyclopropyl-6-methoxypyrimidin-5-yl)-9H-pyridino[4',3':4,5]pyrrolo[2,3-d]pyrimidin-9-yl)methyl)-2-(trifluoromethyl)-5,6-dihydrobenzo[f]imidazo[1,2-d][1,4]oxazepine C1(CC1)C1=NC=NC(=C1C=1N=CC2=C(N1)N(C1=C2C=CN=C1)CC1=CC2=C(C=3N(CCO2)C=C(N3)C(F)(F)F)C=C1)OC